6-[[4-cyano-6-(trifluoromethyl)-3-pyridyl]oxy]-2-azaspiro[3.4]octane-2-carboxylic acid tert-butyl ester C(C)(C)(C)OC(=O)N1CC2(C1)CC(CC2)OC=2C=NC(=CC2C#N)C(F)(F)F